2'-(2-(4-methylpiperazin-1-yl)pyrimidin-5-yl)-6',8'-dihydro-2H-spiro[benzofuran-3,9'-pyrido[3',2':4,5]imidazo[2,1-c][1,4]oxazine] CN1CCN(CC1)C1=NC=C(C=N1)C=1C=CC=2N=C3COCC4(N3C2N1)COC1=C4C=CC=C1